FC(C1(C(NC2=CC=CC=C2N1)=O)C)F 3-(difluoromethyl)-3-methyl-3,4-dihydroquinoxalinone